C(=O)(OC(C)(C)C)N1C[C@@H](CC1)N |r| (R/S)-1-Boc-3-aminopyrrolidine